CN1N=CC(=C1)C1N(OCC1)C(=O)C1CCN(CC1)C1=NC=CC(=N1)C#N 2-[4-[3-(1-Methylpyrazol-4-yl)isoxazolidine-2-carbonyl]-1-piperidyl]pyrimidine-4-carbonitrile